4-methoxy-N-(1-phenylethyl)aniline COC1=CC=C(NC(C)C2=CC=CC=C2)C=C1